CC1=NOC=CC1=C(C#N)C#N methylaza4H-pyran-4-ylidenepropanedinitrile